[4-(2-Bromoethoxy)-2-fluoro-phenyl]acetic acid methyl ester COC(CC1=C(C=C(C=C1)OCCBr)F)=O